FC=1C(=C(C=CC1F)[C@@H]1CO[C@]([C@H]1C)(C(F)(F)F)C)C=C (2S,3R,4S,5R)-3-(3,4-difluoro-2-vinyl-phenyl)-4,5-dimethyl-5-(trifluoromethyl)tetrahydrofuran